2H,6H-spiro[furo[2,3-e]isoindole-3,4'-piperidine]-6,8-dione N1CCC2(CC1)COC1=C3C(NC(C3=CC=C12)=O)=O